tert-butyl 2-[7-(2,4-difluoro-6-isopropoxy-phenyl)-4-hydroxy-thieno[3,2-c]pyridin-6-yl]-6,7-dihydro-4H-thiazolo[5,4-c]pyridine-5-carboxylate FC1=C(C(=CC(=C1)F)OC(C)C)C=1C2=C(C(=NC1C=1SC=3CN(CCC3N1)C(=O)OC(C)(C)C)O)C=CS2